O[C@@H](CN1N=C(C=C1)S(=O)(=O)N(CC1=CC=C(C=C1)OC)CC1=CC=C(C=C1)OC)C 1-[(2R)-2-hydroxypropyl]-N,N-bis[(4-methoxyphenyl)methyl]-1H-pyrazole-3-sulfonamide